4-((3-(benzyloxy)cyclobutyl)amino)phthalic acid C(C1=CC=CC=C1)OC1CC(C1)NC=1C=C(C(C(=O)O)=CC1)C(=O)O